N1=CC(=CC=C1)C=1C2=C(N=C(N1)N)N1C(C=C2)=NCC1 (pyridin-3-yl)-8,9-dihydroimidazo[1',2':1,6]pyrido[2,3-d]pyrimidin-2-amine